C(C1=CC=CC=C1)OC(=O)N[C@H](C(=O)OC(C)(C)OC(C(CC(=O)[O-])NC(=O)OCC1=CC=CC=C1)=O)CC(=O)[O-] O1-(propane-2,2-diyl) (2S,2'S)-bis(2-(((benzyloxy) carbonyl) amino) succinate)